OCCCN1CCN(CC1)CC1=CC=C(C(=O)NC2=CC3=C(N(C4=CC=CC=C34)C)C(=N2)C2=CC=C(C=C2)OC)C=C1 4-((4-(3-hydroxypropyl)piperazin-1-yl)methyl)-N-(1-(4-methoxyphenyl)-9-methyl-9H-pyrido[3,4-b]indol-3-yl)benzamide